C(C)OC(=O)C1=CC2=C(N=CN=C2N[C@H](C)C2=C(C(=CC=C2)C(F)F)F)OC1=O (R)-4-((1-(3-(difluoromethyl)-2-fluorophenyl)ethyl)amino)-7-oxo-7H-pyrano[2,3-d]pyrimidine-6-carboxylic acid ethyl ester